CC1=C(OC2=C(C=C(C=C2)C2C=3C(NC(C2)=O)=NNC3)OC)C=CC(=C1)C 4-[4-(2,4-Dimethylphenoxy)-3-methoxyphenyl]-2H,4H,5H,6H,7H-pyrazolo[3,4-b]pyridin-6-one